2-methylethyl phosphate P(=O)(OCCC)([O-])[O-]